3-methylbutanamide TFA salt OC(=O)C(F)(F)F.CC(CC(=O)N)C